rac-tert-butyl 2-(6-bromoimidazo[1,2-a]pyrazin-2-yl)pyrrolidine-1-carboxylate BrC=1N=CC=2N(C1)C=C(N2)[C@@H]2N(CCC2)C(=O)OC(C)(C)C |r|